ClC1=NC(=CN=C1)SCC1=CC=C(C=C1)OC 2-chloro-6-[(4-methoxyphenyl)methylsulfanyl]pyrazine